4-(1,2,3,6-tetrahydro-pyridin-4-yl)-N-[5-(1,2,3,6-tetrahydro-pyridin-4-yl)-thiophen-2-yl]-benzamide trifluoroacetate FC(C(=O)O)(F)F.N1CCC(=CC1)C1=CC=C(C(=O)NC=2SC(=CC2)C=2CCNCC2)C=C1